N-{1-acetyl-3-[5-(difluoromethyl)-1,3,4-thiadiazol-2-yl]-6-fluoro-2-oxo-1,3-benzodiazol-5-ylsulfonyl}-N-(3-methyloxetan-3-yl)acetamide C(C)(=O)N1C(N(C2=C1C=C(C(=C2)S(=O)(=O)N(C(C)=O)C2(COC2)C)F)C=2SC(=NN2)C(F)F)=O